8-((2S,SR)-4-(8-bromo-6-methylquinolin-2-yl)-2,5-dimethylpiperazin-1-yl)-5-methyl-6-oxo-5,6-dihydro-1,5-naphthyridine-2-carbonitrile BrC=1C=C(C=C2C=CC(=NC12)N1C[C@@H](N(C[C@@H]1C)C1=CC(N(C=2C=CC(=NC12)C#N)C)=O)C)C |&1:16|